[Zr].[Ce].[Ru].NC1=CC=C(C=C1)S(=O)(=O)N1CCC(CC1)O 1-((4-aminophenyl)sulfonyl)piperidin-4-ol ruthenium cerium zirconium